3-hydroxy-4-(((8-methyl-4-oxochroman-7-yl)oxy)(pyridin-4-yl)methyl)benzonitrile OC=1C=C(C#N)C=CC1C(C1=CC=NC=C1)OC1=CC=C2C(CCOC2=C1C)=O